FC(C=1C=CC=C2CCCS(C12)(=O)=O)(F)F 8-(trifluoromethyl)thiochroman-1,1-dioxide